tert-butyl N-ethyl-N-[(1-(6-fluoro-7-[(6-methoxy-2-methylindazol-5-yl)carbamoyl]-2-methylindazol-4-yl)pyrrolidin-3-yl)methyl]carbamate C(C)N(C(OC(C)(C)C)=O)CC1CN(CC1)C=1C2=CN(N=C2C(=C(C1)F)C(NC1=CC2=CN(N=C2C=C1OC)C)=O)C